1-[3-(2,6-dimethoxyphenyl)-1-{[2-(trimethylsilyl)ethoxy]methyl}pyrrolo[2,3-b]pyridin-6-yl]-3-(2-hydroxyethyl)urea COC1=C(C(=CC=C1)OC)C1=CN(C2=NC(=CC=C21)NC(=O)NCCO)COCC[Si](C)(C)C